C(C)(C)(C)C1[C@](N(CC[C@@]1(C(=O)O)CC1=NC(=CC(=C1F)N1CCC1)Cl)C(=O)O)(C)C(C)(C)C di-tert-butyl-(2R,4R)-4-((4-(azetidin-1-yl)-6-chloro-3-fluoropyridin-2-yl)methyl)-2-methylpiperidine-1,4-dicarboxylic acid